N-[4-amino-1-(2-trimethylsilylethoxymethyl)pyrazolo[4,3-c]pyridin-7-yl]-N'-[(4-fluorophenyl)methyl]-N'-[(3-methyl-2-pyridyl)methyl]oxamide Copper [Cu].NC1=NC=C(C2=C1C=NN2COCC[Si](C)(C)C)NC(=O)C(=O)N(CC2=NC=CC=C2C)CC2=CC=C(C=C2)F